lanthanum manganite strontium [Sr+2].[Mn](=O)([O-])[O-].[La+3]